CN(CCC(=O)OCCN1CC(OC(C1)CCCCCC(=O)OC(CCCCCCCC)CCCCCCCC)CCCCCC(=O)OC(CCCCCCCC)CCCCCCCC)C di(heptadecan-9-yl) 6,6'-(4-(2-((3-(dimethylamino)propanoyl)oxy) ethyl)morpholine-2,6-diyl)dihexanoate